tert-butyl 6-((2-(1-hydroxycyclohexyl) ethyl) amino)-quinoline-4-carboxylate OC1(CCCCC1)CCNC=1C=C2C(=CC=NC2=CC1)C(=O)OC(C)(C)C